NC=1C2=C(N=CN1)N(C=C2)CC(=O)O 2-(4-amino-7H-pyrrolo[2,3-d]pyrimidin-7-yl)acetic acid